(S)-2-(4-(6-((4-chloro-2-(trifluoromethyl)benzyl)oxy)pyridin-2-yl)-2,5-difluorobenzyl)-1-(4,4-dimethyltetrahydrofuran-3-yl)-1H-benzo[d]imidazole-6-carboxylic acid ClC1=CC(=C(COC2=CC=CC(=N2)C2=CC(=C(CC3=NC4=C(N3[C@@H]3COCC3(C)C)C=C(C=C4)C(=O)O)C=C2F)F)C=C1)C(F)(F)F